6-(2-(methanesulfonyl)pyrimidin-5-yl)hex-5-ynamide CS(=O)(=O)C1=NC=C(C=N1)C#CCCCC(=O)N